ClC=1C(=C(N(C1C(C(=O)NC1(CC(C1)(F)F)C)=O)C)C)C(=O)NC1=CC(=C(C=C1)F)F 4-chloro-5-(2-((3,3-difluoro-1-methylcyclobutyl)amino)-2-oxoacetyl)-N-(3,4-difluorophenyl)-1,2-dimethyl-1H-pyrrole-3-carboxamide